N[C@H](C(=O)N(C)[C@@H]1C(N[C@H](C(N([C@H](C(NCCCCCCC1)=O)CC=1C(=NC=C(C1)Cl)C)C)=O)CC(C)C)=O)C1CC1 (S)-2-amino-N-((3S,6S,9S)-3-((5-chloro-2-methylpyridin-3-yl)methyl)-6-isobutyl-4-methyl-2,5,8-trioxo-1,4,7-triazacyclohexadecan-9-yl)-2-cyclopropyl-N-methylacetamide